ethyl 2-[[5-[1-[3-(4-chlorophenyl)propyl]triazol-4-yl]-3-hydroxy-4-methyl-pyridine-2-carbonyl]amino]acetate ClC1=CC=C(C=C1)CCCN1N=NC(=C1)C=1C(=C(C(=NC1)C(=O)NCC(=O)OCC)O)C